NC=1C(=NC=CC1)C#CC1=C(C=NC=C1)OC[C@H]1N(C[C@H](C1)C)C(=O)OC(C)(C)C tert-butyl (2S,4S)-2-[({4-[(3-aminopyridin-2-yl)ethynyl]pyridin-3-yl}oxy)methyl]-4-methylpyrrolidine-1-carboxylate